C(C)C=1C(=C2C=NNC2=C(C1F)SCC(=O)NC)C1=CC=2N(C=C1)N=C(C2)NC(=O)[C@H]2[C@H](C2)F (1S,2S)-N-(5-(5-ethyl-6-fluoro-7-((2-(methylamino)-2-oxoethyl)thio)-1H-indazol-4-yl)pyrazolo[1,5-a]pyridin-2-yl)-2-fluorocyclopropane-1-carboxamide